2,6-di-tert-butylcresol CC1=CC(=C(C(=C1)C(C)(C)C)O)C(C)(C)C